ClCCCCCl 1,4-Dichlorobutan